2-(2-(thieno[3,2-b]pyridine-7-carbonyl)-2-azaspiro[3.3]heptan-6-yl)-N-(3-(trifluoromethyl)phenyl)acetamide S1C=CC2=NC=CC(=C21)C(=O)N2CC1(C2)CC(C1)CC(=O)NC1=CC(=CC=C1)C(F)(F)F